heptadecane-2,7-diol CC(CCCCC(CCCCCCCCCC)O)O